1-((2R,5S)-4-(6-chloro-7-(1-cyclopropyl-6-fluoro-1H-indazol-7-yl)-2-(3-(dimethylamino)azetidin-1-yl)-8-fluoroquinazolin-4-yl)-2,5-dimethylpiperazin-1-yl)prop-2-en-1-one ClC=1C=C2C(=NC(=NC2=C(C1C=1C(=CC=C2C=NN(C12)C1CC1)F)F)N1CC(C1)N(C)C)N1C[C@H](N(C[C@@H]1C)C(C=C)=O)C